NC1=CC=C(C(=N1)F)C=1NC(=C(N1)F)[C@@H]1CCC2=CC(=CC(N12)=O)C1=C(C=CC(=C1)Cl)N1N=NN=C1 (3S)-3-[2-(6-amino-2-fluoropyridin-3-yl)-4-fluoro-1H-imidazol-5-yl]-7-[5-chloro-2-(1H-tetrazole-1-yl)phenyl]-2,3-dihydroindolizin-5(1H)-one